[Si](C)(C)(C(C)(C)C)C=1C(=C(SC1CN(C)C)S(=O)(=O)N(Cl)Cl)F (tert-Butyldimethylsilyl)-5-((dimethylamino)methyl)-3-fluorothiophene-2-sulfonyliminochloride